BrC1=CC(=C2C=NNC(C2=C1)=O)C(F)(F)F 7-bromo-5-(trifluoromethyl)phthalazin-1(2H)-one